2-(cyclobutylamino)-4-((1R,3S)-3-hydroxy-3-methylcyclohexylamino)pyrimidine-5-carboxamide C1(CCC1)NC1=NC=C(C(=N1)N[C@H]1C[C@@](CCC1)(C)O)C(=O)N